(E)-1-(4-(8-((3-methyl-4-((1-methyl-1H-benzo[d][1,2,3]triazol-5-yl)oxy)phenyl)amino)pyrimido[5,4-d]pyrimidin-2-yl)piperazin-1-yl)but-2-en-1-one CC=1C=C(C=CC1OC1=CC2=C(N(N=N2)C)C=C1)NC1=NC=NC2=C1N=C(N=C2)N2CCN(CC2)C(\C=C\C)=O